ClC1=CC=CC=2N(C[C@@H](OC21)COCC)C(=O)C2=C(C=CC(=C2)N2N=C(N=C2)C(C)C)C [(2R)-8-chloro-2-(ethoxymethyl)-2,3-dihydro-1,4-benzoxazin-4-yl]-[5-(3-isopropyl-1,2,4-triazol-1-yl)-2-methyl-phenyl]methanone